ClC1=C(C(=C(C2=CC=CC=C12)C1=C(C=CC2=CC=CC=C12)P(C1=CC=CC=C1)C1=CC=CC=C1)P(C1=CC=CC=C1)C1=CC=CC=C1)Cl Dichloro[(R)-(+)-2,2'-bis(diphenylphosphino)-1,1'-binaphthyl]